C[C@@H]1N(C[C@@H](C1)OC1=CC=NC=2CCCCC12)CC1=CN=C(S1)NC(C)=O N-(5-(((2S,4R)-2-methyl-4-((5,6,7,8-tetrahydroquinolin-4-yl)oxy)pyrrolidin-1-yl)methyl)thiazol-2-yl)acetamide